octadecyl-N',N,N-tris(2-hydroxyethyl)-1,3-propanediamine hydrofluoride F.C(CCCCCCCCCCCCCCCCC)C(CCNCCO)N(CCO)CCO